C(C=C)P(=O)(CC=C)C1=C2C=CC(=NC2=CC=C1NC(C(C)(C)C)=O)C N-(5-(diallylphosphoryl)-2-methylquinolin-6-yl)pivalamide